4-methyl-3,6-dihydro-2H-pyran-2,6-dione CC=1CC(OC(C1)=O)=O